1-Chloro-9-iodononane ClCCCCCCCCCI